ClC=1C=CC2=C(C(C[C@@H](O2)C(=O)NC23CC(C2)(C3)N3C(C(CC3)C3=CC=C(C=C3)Cl)=O)=O)C1 (2R)-6-chloro-N-{3-[3-(4-chlorophenyl)-2-oxopyrrolidin-1-yl]bicyclo[1.1.1]pentan-1-yl}-4-oxo-3,4-dihydro-2H-1-benzopyran-2-carboxamide